CC1=CC(=NN1C1OCCCC1)C1=CN=C2N1N=C(C=C2)NC21CCC(CC2)(C1)O 4-((3-(5-methyl-1-(tetrahydro-2H-pyran-2-yl)-1H-pyrazol-3-yl)imidazo[1,2-b]pyridazin-6-yl)amino)bicyclo[2.2.1]heptan-1-ol